BrC=1C=C(C=C(C1OC)F)OC(C(CC=C)(C)C)=O (3-bromo-5-fluoro-4-methoxyphenyl)-2,2-dimethylpent-4-enoate